methylenbis[5-methyloxazolidine] C(C1OC(CN1)C)C1OC(CN1)C